FC=1C=C2C(N(C(N(C2=CC1)CC1=CC=C(C(=O)NO)C=C1)=O)CCC1=CC=CC=C1)=O 4-((6-fluoro-2,4-dioxo-3-phenethyl-3,4-dihydroquinazolin-1(2H)-yl)methyl)-N-hydroxybenzamide